FC(OC1=CC=C(C=C1)C(C)NC(C)=O)(F)F N-(1-(4-(trifluoromethoxy)phenyl)ethyl)acetamid